C(OCC1CN(CCC1)CC)(OC(CCCO)CCCCCC)=O (1-ethylpiperidin-3-yl)methyl (1-hydroxydecan-4-yl) carbonate